C(C)(=O)OCCCCOC=1C=C(C=CC1C=O)N(CCCC(=O)[O-])CCCC(=O)[O-] [[3-(4-acetoxybutoxy)-4-formylphenyl]azanediyl]bis(ethane-2,1-diyl)diacetate